C1(CCCC1)C1OCCC(C1)N 2-cyclopentyloxan-4-amine